(S)-(2-(4-(3-(1-(5-ethylpyrimidin-2-yl)piperidin-4-yl)propoxy)-2,6-difluorophenyl)-4,5-dihydrooxazol-5-yl)methanol C(C)C=1C=NC(=NC1)N1CCC(CC1)CCCOC1=CC(=C(C(=C1)F)C=1O[C@@H](CN1)CO)F